3-CHLORO-5-METHOXYBENZALDEHYDE ClC=1C=C(C=O)C=C(C1)OC